FC(CN(S(=O)(=O)N)C1CC2(CN(C2)C2=C3C(=NC=N2)N(N=C3)C)C1)F N-(2,2-difluoroethyl)-N-(2-(1-methyl-1H-pyrazolo[3,4-d]pyrimidin-4-yl)-2-azaspiro[3.3]heptane-6-yl)sulfamide